benzyl 4-(benzyloxy)-3-methoxybenzoate C(C1=CC=CC=C1)OC1=C(C=C(C(=O)OCC2=CC=CC=C2)C=C1)OC